BrC=1C=C(C(=O)N[C@@H](C)C2=NC=NN2C=2SC(=CN2)C#N)C=C(C1)OCC(=C(Cl)Cl)Cl 3-Bromo-N-{(1S)-1-[1-(5-cyano-1,3-thiazol-2-yl)-1H-1,2,4-triazol-5-yl]ethyl}-5-[(2,3,3-trichloroprop-2-en-1-yl)oxy]benzamide